FC(COC(COC)C)F propylene glycol methyl difluoroethyl ether